N[C@H](C(=O)N[C@@H](CS)C(=O)N[C@H](C(C)C)C(=O)O)CCCC(=O)O (L-alpha-aminoadipyl)-L-cysteinyl-D-valine